FC1=C(C(=CC=C1C(=O)C1=CNC2=NC=C(C=C21)C=2C=NC(=CC2)C(F)(F)F)F)NS(=O)(=O)CCC(F)(F)F N-(2,6-difluoro-3-(5-(6-(trifluoro-methyl)pyridin-3-yl)-1H-pyrrolo-[2,3-b]pyridine-3-carbonyl)-phenyl)-3,3,3-trifluoropropane-1-sulfonamide